6-chloro-N-[2,4-difluoro-3-(2-{[1-(oxolan-2-ylmethyl)piperidin-4-yl]amino}quinazolin-6-yl)phenyl]-1-hydroxy-2,3-dihydro-1H-indene-4-sulfonamide ClC=1C=C(C=2CCC(C2C1)O)S(=O)(=O)NC1=C(C(=C(C=C1)F)C=1C=C2C=NC(=NC2=CC1)NC1CCN(CC1)CC1OCCC1)F